ClC1=C(C=CC=C1)[C@H](C)NC=1C=C(C(=NC1)C(=O)N[C@H](C)\C=C\S(=O)(=O)C)C(F)(F)F 5-(((S)-1-(2-Chlorophenyl)ethyl)amino)-N-((R,E)-4-(methylsulfonyl)but-3-en-2-yl)-3-(trifluoromethyl)picolinamide